tert-butyl 2-((2R)-7-((2-hydroxyethyl)sulfonyl)-2-(3-(4-methoxy-4-oxobutan-2-yl)phenyl)-2,6,6-trimethylheptanoyl)-1-methylhydrazine-1-carboxylate OCCS(=O)(=O)CC(CCC[C@](C(=O)NN(C(=O)OC(C)(C)C)C)(C)C1=CC(=CC=C1)C(C)CC(=O)OC)(C)C